FC(C(=O)O)(F)F.NC1=NC=C(C2=C1N=C(N=C2)C=2C=C(C=CC2)C#C[C@@](C)(O)C=2SC=CN2)C (R)-4-(3-(8-amino-5-methylpyrido[3,4-d]pyrimidin-2-yl)phenyl)-2-(thiazol-2-yl)but-3-yn-2-ol trifluoroacetate